COC1=CC=C(C=C1)C1=NN2C(=NC=3C(=CC=CC3C2=N1)C(F)(F)F)NC=1C(N=CC=CC1)=O (3S)-3-{[2-(4-methoxyphenyl)-7-(trifluoromethyl)[1,2,4]triazolo[1,5-c]quinazolin-5-yl]amino}azepin-2-one